3-tert-butyl-2-butylphenol C(C)(C)(C)C=1C(=C(C=CC1)O)CCCC